(s)-N-(2-Aminoethyl)-3-aminopropyltrimethoxysilane NCCNCCC[Si](OC)(OC)OC